2-(4-(1-(2,6-bis(benzyloxy)pyridin-3-yl)-3-methyl-2-oxo-2,3-dihydro-1H-benzo[d]imidazol-5-yl)-5,6-dihydropyridin-1(2H)-yl)propanoic acid C(C1=CC=CC=C1)OC1=NC(=CC=C1N1C(N(C2=C1C=CC(=C2)C2=CCN(CC2)C(C(=O)O)C)C)=O)OCC2=CC=CC=C2